tert-butyl (2R,5S)-4-(6-cyano-1-methyl-2-oxo-1,2-dihydro-1,5-naphthyridin-4-yl)-2,5-dimethylpiperazine-1-carboxylate C(#N)C=1N=C2C(=CC(N(C2=CC1)C)=O)N1C[C@H](N(C[C@@H]1C)C(=O)OC(C)(C)C)C